(S)-2-((7-((4-methylbenzyl)oxy)-3,4-dihydroisoquinolin-2(1H)-yl)methyl)-1-((oxetan-2-yl)methyl)-1H-benzo[d]imidazole-6-carboxylic acid methyl ester COC(=O)C=1C=CC2=C(N(C(=N2)CN2CC3=CC(=CC=C3CC2)OCC2=CC=C(C=C2)C)C[C@H]2OCC2)C1